(2S,4r)-1-[(2S)-3,3-dimethyl-2-[4-[(2-oxo-1-piperidinyl)methyl]triazol-1-yl]butanoyl]-4-hydroxy-N-methyl-pyrrolidine-2-carboxamide CC([C@@H](C(=O)N1[C@@H](C[C@H](C1)O)C(=O)NC)N1N=NC(=C1)CN1C(CCCC1)=O)(C)C